OCCOCCN(CCN(CCOCCO)CCOCCO)CCOCCO N,N,N',N'-tetrakis(2-hydroxyethoxyethyl)ethylenediamine